N1OCNOC1 2,5-dioxapiperazine